tert-butyl N-[(3R)-1-{5-chloro-7-[6-(methoxymethoxy)-2-methylindazol-5-yl]-1,8-naphthyridin-3-yl}pyrrolidin-3-yl]-N-(2-fluoroethyl)carbamate ClC1=C2C=C(C=NC2=NC(=C1)C1=CC2=CN(N=C2C=C1OCOC)C)N1C[C@@H](CC1)N(C(OC(C)(C)C)=O)CCF